(R)-N-(1-(3-amino-5-(difluoromethyl)phenyl)ethyl)-2,8,8-trimethyl-6-morpholino-8,9-dihydrofuro[2,3-h]quinazolin-4-amine NC=1C=C(C=C(C1)C(F)F)[C@@H](C)NC1=NC(=NC2=C3C(=C(C=C12)N1CCOCC1)OC(C3)(C)C)C